calcium (((((2-hydroxyethyl)azanediyl)bis(methylene))bis(4,1-phenylene))bis(ethane-2,1-diyl))bis(phosphonate) OCCN(CC1=CC=C(C=C1)CCP([O-])([O-])=O)CC1=CC=C(C=C1)CCP([O-])([O-])=O.[Ca+2].[Ca+2]